3-fluoro-4-isobutyl-2-(4-((5-methylthiazol-2-yl)methyl)piperazin-1-yl)benzonitrile FC=1C(=C(C#N)C=CC1CC(C)C)N1CCN(CC1)CC=1SC(=CN1)C